FC(C[NH-])(F)F mono(trifluoroethyl)amide